C(C)[C@H]1COCCN1C1=NC(=NC(=C1)CS(=O)(=O)CCC)C1=CC=C2C(=N1)C=C(N2)CNC (S)-1-(5-(4-(3-ethylmorpholino)-6-((propylsulfonyl)methyl)pyrimidin-2-yl)-1H-pyrrolo[3,2-b]pyridin-2-yl)-N-methylmethanamine